ClC1=C(C=CC(=C1F)F)C1N=C(NC(=C1C(=O)OCC)[C@@H]1CC[C@H](CC1)C=1C=NN(C1)CC(=O)OCC)C=1SC=CN1 (trans)-ethyl 4-(2-chloro-3,4-difluorophenyl)-6-(4-(1-(2-ethoxy-2-oxoethyl)-1H-pyrazol-4-yl)cyclohexyl)-2-(thiazol-2-yl)-1,4-dihydropyrimidine-5-carboxylate